BrC=1C=C2C(=C(NC2=C(C1)F)CN(C(OCC1=CC=CC=C1)=O)CC#C)CCNS(=O)(=O)C1=CC=C(C=C1)Cl Benzyl ((5-bromo-3-(2-((4-chlorophenyl)sulfonamido)ethyl)-7-fluoro-1H-indol-2-yl)methyl)(prop-2-yn-1-yl)carbamate